5-(methylcarbamoyl)-6-oxo-1-((1,2,3,4-tetrahydroquinolin-8-yl)methyl)-1,6-dihydropyridine-3-carboxylic acid butyl ester C(CCC)OC(=O)C1=CN(C(C(=C1)C(NC)=O)=O)CC=1C=CC=C2CCCNC12